bis(2-bromoethyl) ether BrCCOCCBr